C(C)(C)(C)OC(/N=C\1/N(C2=C(C=NC=3C=CC(=CC23)C2=CC=C(C=C2)Cl)N1C)C1=C(C=CC(=C1)C#N)C)=O (E)-(8-(4-chlorophenyl)-1-(5-cyano-2-methylphenyl)-3-methyl-1,3-dihydro-2H-imidazo[4,5-c]quinolin-2-ylidene)carbamic acid tert-butyl ester